5-(4-(1-(4-methoxyquinazolin-2-yl)pyrrolidin-3-yl)piperazin-1-yl)-N-methylpicolinamide COC1=NC(=NC2=CC=CC=C12)N1CC(CC1)N1CCN(CC1)C=1C=CC(=NC1)C(=O)NC